COC(C1=CC(=C(C=C1)CBr)C(F)(F)F)=O 4-(Bromomethyl)-3-(trifluoromethyl)benzoic acid methyl ester